NC=1C(=NC=C(C1)OC(F)F)C#N 3-amino-5-(difluoromethoxy)picolinonitrile